OC[C@@H]1CN(CCN1)C(=O)O (S)-3-(hydroxymethyl)piperazine-1-carboxylic acid